N1C=CC2=CC=C(C=C12)NC1=CC(=CC(=N1)C#N)NC=1C=NC(=CC1)OC(F)(F)F 6-[(1H-indol-6-yl)amino]-4-{[6-(trifluoromethoxy)pyridin-3-yl]amino}pyridine-2-carbonitrile